C1(=CC=C(C2=CC=CC=C12)C(=O)[O-])C(=O)[O-].[Th+4].C1(=CC=C(C2=CC=CC=C12)C(=O)[O-])C(=O)[O-] thorium 1,4-naphthalenedicarboxylate